COC1=CC=C(OC2=CC=C(C=C2)C(C(=O)N)C=O)C=C1 (4-(4-methoxyphenoxy)phenyl)-3-oxopropanamide